CS(=O)(=O)N1C=2N(CC(C1)NC(OCC1=CC=CC=C1)=O)N=CC2C2=CC=C(C=C2)C(F)(F)F benzyl (4-(methylsulfonyl)-3-(4-(trifluoromethyl)phenyl)-4,5,6,7-tetrahydropyrazolo[1,5-a]pyrimidin-6-yl)carbamate